Br.C1(CCC1)N1CC2=C(C3=C(C1)C=C(C=C3)O)C=CC(=C2)O 6-cyclobutyl-6,7-dihydro-5H-dibenzo[c,e]azepine-3,9-diol hydrobromide